N1(CCCCC1)C(=O)C=1C=NN2C1C=CC=C2C=2C=CC(=NC2)NC(CC=2C=NC=NC2)=O N-[5-[3-(piperidine-1-carbonyl)pyrazolo[1,5-a]pyridin-7-yl]-2-pyridyl]-2-pyrimidin-5-yl-acetamide